2,4,5-trifluoro-benzyl iodide FC1=C(CI)C=C(C(=C1)F)F